NC=1C=2N(C3=CC(=C(C=C3N1)F)C(=O)N(C)CC1=CC3=C(OC(O3)(F)F)C=C1)C=NC2 4-amino-N-((2,2-difluorobenzo[d][1,3]dioxol-5-yl)methyl)-7-fluoro-N-methylimidazo[1,5-a]quinoxaline-8-carboxamide